FC1=C(C=CC(=C1)F)C=1C2=C(N=C(N1)N1C[C@@H](OCC1)C=1C=NN(C1)C)N=C(C(=C2)C)C 4-(2,4-difluorophenyl)-6,7-dimethyl-2-((2S)-2-(1-methyl-1H-pyrazol-4-yl)-4-morpholinyl)pyrido[2,3-d]pyrimidine